(2S)-2-[(1R,2R)-1-methoxy-2-methyl-2-{[2-(pyridin-2-yl) ethyl]Carbamoyl} ethyl]Pyrrolebenzyl (1-methyl-4-(4-(methylsulfonamido)phenyl)-1H-pyrazol-5-yl)carbamate CN1N=CC(=C1NC(OCC1=CC=CC=C1[C@]1(N=CC=C1)[C@@H]([C@H](C(NCCC1=NC=CC=C1)=O)C)OC)=O)C1=CC=C(C=C1)NS(=O)(=O)C